BrC=1C=CC=2C3(C4=CC=C(C=C4OC2C1)Br)OC(C1=CC=C(C=C13)COCCOCCOCCCCCCCl)=O 3',6'-dibromo-6-((2-(2-((6-chlorohexyl)oxy)ethoxy)ethoxy)methyl)-3H-spiro[isobenzofuran-1,9'-xanthen]-3-one